1-[({1-[5-(difluoromethyl)(1,3,4-thiadiazol-2-yl)]-4-(7-oxa-3,9-diazabicyclo-[3.3.1]non-3-yl)-1H-indazol-6-yl}sulfonyl)amino]cyclopropanecarbonitrile FC(C1=NN=C(S1)N1N=CC2=C(C=C(C=C12)S(=O)(=O)NC1(CC1)C#N)N1CC2COCC(C1)N2)F